(S)-7-bromo-4-(cyclopropylethynyl)-6-fluoro-1-(4-methoxybenzyl)-3-methyl-4-(trifluoromethyl)-3,4-dihydroquinazolin-2(1H)-one BrC1=C(C=C2[C@](N(C(N(C2=C1)CC1=CC=C(C=C1)OC)=O)C)(C(F)(F)F)C#CC1CC1)F